8-acetyl-3,6-dimethyl-2-(1-methyl-1H-pyrazol-3-yl)quinazolin-4(3H)-one C(C)(=O)C=1C=C(C=C2C(N(C(=NC12)C1=NN(C=C1)C)C)=O)C